C(OCCCCCCCCCN(CCCCCO)CCCCCCCC(=O)N(CCCCCCCCCC)CCCCCCCCCC)(OC(CCCCCC)CCCCCC)=O 9-((8-(didecylamino)-8-oxooctyl)(5-hydroxypentyl)amino)nonyl tridecan-7-yl carbonate